FC=1C(=CC(=NC1)C)C1=CC(=NN1)C(=O)N1CCC(CC1)C(=O)O [5-(5-fluoro-2-methylpyridin-4-yl)-1H-pyrazole-3-carbonyl]piperidine-4-carboxylic acid